C(C1=CC=CC=C1)NC1=C2N=CN(C2=NC(=N1)C1=C(C=CC=C1)O)[C@H]1[C@@H]([C@@H]([C@H](O1)C(=O)NC)O)O (2S,3S,4R,5R)-5-(6-(benzylamino)-2-(2-hydroxylphenyl)-9H-purin-9-yl)-3,4-dihydroxyl-N-methyltetrahydrofuran-2-carboxamide